Benzyl (1S)-1-(2-(2-hydroxyethyl)cyclopropyl)-3-methylbutylcarbamate OCCC1C(C1)[C@H](CC(C)C)NC(OCC1=CC=CC=C1)=O